CC1C(OC(OOC1)(C)C)(C)C pentamethyl-1,2,4-trioxepane